(S)-N-(6-(cyclopentyloxy)pyridazin-3-yl)-2-((S)-4,4-difluoro-3-(6-oxo-1,6-dihydropyridin-3-yl)piperidin-1-yl)propionamide C1(CCCC1)OC1=CC=C(N=N1)NC([C@H](C)N1C[C@@H](C(CC1)(F)F)C1=CNC(C=C1)=O)=O